C(C1=CC=CC=C1)OC(=O)N1CCC(CC1)CN1C(=NC=2C1=C1C(=[N+](C2)[O-])C=C(S1)C)CCCC 1-((1-((benzyloxy)carbonyl)piperidin-4-yl)methyl)-2-butyl-7-methyl-1H-imidazo[4,5-d]thieno[3,2-b]pyridine-5-oxide